2-fluoro-4-(isoquinolin-5-yl)benzoic acid FC1=C(C(=O)O)C=CC(=C1)C1=C2C=CN=CC2=CC=C1